C(C)OC(C=CC(CCCC)=O)=O 4-oxooctenoic acid ethylester